5-[5-(3-aminocyclobutoxy)-2-methyl-4-pyridyl]-N-pyridazin-3-yl-pyrazolo[1,5-a]pyridin-2-amine NC1CC(C1)OC=1C(=CC(=NC1)C)C1=CC=2N(C=C1)N=C(C2)NC=2N=NC=CC2